BrC1=NN(C(=C1)CC(C)C)C(C)(C)C 3-Bromo-1-(tert-butyl)-5-isobutyl-1H-pyrazole